COC(CC1(CC1)C1=C(C=C(C(=C1)F)Br)OCC1=CC=CC=C1)=O [1-(2-benzyloxy-4-bromo-5-fluoro-phenyl)cyclopropyl]Acetic acid methyl ester